2-methoxyethyl (R)-4-((1-(tert-butoxycarbonyl)piperidin-3-yl)amino)-1H-pyrrolo[2,3-b]pyridine-5-carboxylate C(C)(C)(C)OC(=O)N1C[C@@H](CCC1)NC1=C2C(=NC=C1C(=O)OCCOC)NC=C2